FC(C(=O)O)(F)F.FC1=CC2=C(N(C(N=C2N2[C@H](CNCC2)C)=O)C=2C(=NC=CC2C)C(C)C)N=C1C=1C(=NC=CC1)SC (S)-6-fluoro-1-(2-isopropyl-4-methylpyridin-3-yl)-4-(2-methylpiperazin-1-yl)-7-(2-(methylsulfanyl)pyridin-3-yl)pyrido[2,3-d]pyrimidin-2(1H)-one trifluoroacetate